2-methylimidazo[2,1-b][1,3,4]thiadiazol CC1=NN2C(S1)=NC=C2